1-ethyl-4-methyl-N-(1-methylcyclopropyl)-5-oxo-1,2,4,5-tetrahydroimidazo[1,2-a]quinazoline-7-sulfonamide C(C)C1CN=C2N1C1=CC=C(C=C1C(N2C)=O)S(=O)(=O)NC2(CC2)C